3-(1-phenylmethoxycarbonylpiperidin-4-yl)propanoic acid C1(=CC=CC=C1)COC(=O)N1CCC(CC1)CCC(=O)O